(R)-4-((5-(hydroxymethyl)-2H-tetrazol-2-yl)(phenyl)methyl)piperidine-1-carboxylic acid tert-butyl ester C(C)(C)(C)OC(=O)N1CCC(CC1)[C@H](C1=CC=CC=C1)N1N=C(N=N1)CO